COC(C1=C(C(=CC(=C1F)C(C)(C)C)Br)O)=O.OC=1C(=C(C(C(C(=O)O)(O)[2H])=CC1[2H])[2H])OC 4-hydroxy-3-methoxymandelic acid-d3 methyl-3-bromo-5-(tert-butyl)-6-fluoro-2-hydroxybenzoate